2,4-dimethyl-7-[(3S,4R)-3-methyl-4-{[4-(trifluoromethoxy)phenyl]amino}piperidin-1-yl]-5-oxo-4H,5H-[1,3]thiazolo[5,4-b]pyridine-6-carbonitrile CC=1SC=2N(C(C(=C(C2N1)N1C[C@@H]([C@@H](CC1)NC1=CC=C(C=C1)OC(F)(F)F)C)C#N)=O)C